C(C)(=O)OCC1OC(CC(C1OC(C)=O)OC(C)=O)OCCN=[N+]=[N-] 2-(acetoxymethyl)-6-(2-azidoethoxy)tetrahydro-3,4-diacetoxy-pyran